4-(2-((1-methyl-3-(trifluoro-methyl)-1H-pyrazol-4-yl)sulfonyl)propan-2-yl)-N-(pyridazin-4-yl)piperidine-1-carboxamide CN1N=C(C(=C1)S(=O)(=O)C(C)(C)C1CCN(CC1)C(=O)NC1=CN=NC=C1)C(F)(F)F